(1S,1'S,2S,2'S,4S,4'S)-2,2'-((ethane-1,2-diylbis(oxy))bis(methylene))bis(2-(methoxymethyl)quinuclidin-3-one) C(COC[C@@]1(N2CCC(C1=O)CC2)COC)OC[C@@]2(N1CCC(C2=O)CC1)COC